1-(2-fluorophenyl)-3-(8-hydroxy-1,1-dioxothiochroman-7-yl)urea FC1=C(C=CC=C1)NC(=O)NC1=CC=C2CCCS(C2=C1O)(=O)=O